C(C1=CC=CC=C1)OC(=O)NC1CC(C1)N1[C@@H]2CN([C@H](C1)C2)C(=O)OC(C)(C)C tert-butyl (1S,4S)-5-((1r,3S)-3-(((benzyloxy)carbonyl)amino)cyclobutyl)-2,5-diazabicyclo[2.2.1]heptane-2-carboxylate